benzoic acid octyl ester C(CCCCCCC)OC(C1=CC=CC=C1)=O